4-(4-(dicyclopropylamino)-8-fluoro-2-(((2R,7aS)-2-fluorotetrahydro-1H-pyrrolizin-7a(5H)-yl)methoxy)pyrido[4,3-d]pyrimidin-7-yl)-5-ethynyl-6-fluoronaphthalen-2-ol C1(CC1)N(C=1C2=C(N=C(N1)OC[C@]13CCCN3C[C@@H](C1)F)C(=C(N=C2)C2=CC(=CC1=CC=C(C(=C21)C#C)F)O)F)C2CC2